COC=1C(=C(N)C=CC1)C([2H])([2H])[2H] 3-methoxy-2-(trideuteriomethyl)aniline